pentaenol CCCC=CO